(2S)-4-(((S)-3-fluoro-2-methoxypropyl)(4-(5,6,7,8-tetrahydro-1,8-naphthyridin-2-yl)butyl)amino)-2-(2-(pyridin-3-yl)propanamido)butanoic acid FC[C@H](CN(CC[C@@H](C(=O)O)NC(C(C)C=1C=NC=CC1)=O)CCCCC1=NC=2NCCCC2C=C1)OC